(S)-2-((tert-Butoxycarbonyl)amino)-4-morpholinobutanoic acid C(C)(C)(C)OC(=O)N[C@H](C(=O)O)CCN1CCOCC1